Thieno[2,3-c]pyridazin-4(1H)-one N1N=CC(C2=C1SC=C2)=O